C1(=CC=C(C=C1)C(=O)[O-])C1=CC=C(C=C1)C(=O)[O-] 4,4'-biphenyl-dicarboxylate